CS(=O)(=O)C=1C=CC(=NC1)[N+](=O)[O-] 5-(Methylsulfonyl)-2-nitropyridine